Oxoadipic acid C(CC(=O)C(=O)O)CC(=O)O